N-(5-(2-hydroxypropan-2-yl)-4'-((4-(3-methoxycyclobutoxy)-6-(methylsulfonyl)pyridin-2-yl)amino)-[2,3'-bipyridin]-6'-yl)acetamide OC(C)(C)C=1C=CC(=NC1)C=1C=NC(=CC1NC1=NC(=CC(=C1)OC1CC(C1)OC)S(=O)(=O)C)NC(C)=O